CN1N=C(C=C1)C (R)-N-methyl-3-methylpyrazole